COC([C@H]1N(CCC1)C(C1=C(C=C(C(=C1)OC)OCC1=CC=CC=C1)[N+](=O)[O-])=O)=O (4-(benzyloxy)-5-methoxy-2-nitrobenzoyl)-L-proline methyl ester